CC1=CC(=NC(=N1)N1CC(CC1)C(F)(F)F)C1=NN=C(O1)C1=C(C=C(C=C1)NS(=O)(=O)CCO)N1CCC2(CC2)CC1 N-(4-(5-(6-methyl-2-(3-(trifluoromethyl)pyrrolidin-1-yl)pyrimidin-4-yl)-1,3,4-oxadiazol-2-yl)-3-(6-azaspiro[2.5]octan-6-yl)phenyl)-2-hydroxyethane-sulfonamide